C(C)(C)C=1C=NN2C1N=C(N=C2NCC=2C=C(C=CC2)O)NC2CCOCC2 3-(((8-isopropyl-2-((tetrahydro-2H-pyran-4-yl)amino)pyrazolo[1,5-a][1,3,5]triazin-4-yl)amino)methyl)phenol